BrC1=CC(=CC=2N1N=CC2Cl)C=C 7-bromo-3-chloro-5-ethenylpyrazolo[1,5-a]pyridine